bis[4-(vinyloxy) phenyl] sulfone C(=C)OC1=CC=C(C=C1)S(=O)(=O)C1=CC=C(C=C1)OC=C